8-[3-[2-(2-cyanoethyl)-4-hydroxy-5-methyl-pyrazol-3-yl]-1H-1,2,4-triazol-5-yl]-7-fluoro-3-methyl-pyrrolo[1,2-a]pyrazine-6-carboxamide C(#N)CCN1N=C(C(=C1C1=NNC(=N1)C=1C(=C(N2C1C=NC(=C2)C)C(=O)N)F)O)C